4-(N-(2-(diethylamino)ethyl)carbamoyl)phenyl-3,3-dimethyltriazene C(C)N(CCNC(=O)C1=CC=C(C=C1)N=NN(C)C)CC